COC(\C=C\C1=C2CCN(CC2=CC=C1)S(=O)(=O)C1=CC=C(C=C1)OC)=O (E)-3-(2-(4-Methoxyphenylsulfonyl)-1,2,3,4-tetrahydroisoquinolin-5-yl)acrylic acid methyl ester